[Cl-].C(C)[N+](C)(C)CCO ethyl-(2-hydroxyethyl)-dimethylazanium chloride